COC1=C(C=CC=C1OC)B(O)O (2,3-dimethoxyphenyl)boronic acid